FC1(CCN(CC1)C(=O)C=1C=C2C(=NC1)N(C=C2)C=2C=C(C=NC2)NC(OCC)=O)F ethyl (5-(5-(4,4-difluoropiperidine-1-carbonyl)-1H-pyrrolo[2,3-b]pyridin-1-yl)pyridin-3-yl)carbamate